FCCCCCCCCCCN=C=O fluorodecyl isocyanate